FC=1C(=NC=C2C3=C(C=NC12)N(C(C1N3CC(NC1)CC#N)=O)C)C1=CC(=CC3=CC=CC=C13)O 2-(4-fluoro-3-(3-hydroxynaphthalen-1-yl)-7-methyl-8-oxo-8,8a,9,10,11,12-hexahydro-7H-pyrazino[1',2':4,5]pyrazino[2,3-c][1,6]naphthyridin-11-yl)acetonitrile